C(CCCCCCCCCCCCCCCCCC)OCCCCCCCCCCCCCCCCCCC nonadecyl ether